CC=1C=CC2=C(NCO2)C1 5-methyl-2,3-dihydro-1,3-benzoxazole